FC(C1(CC(=NO1)C1=C2C(=C(N=C1)CNC(CC)=O)OC=C2)C2=CC(=CC=C2)C(F)(F)F)(F)F N-[[4-[4,5-dihydro-5-(trifluoromethyl)-5-[3-(trifluoromethyl)phenyl]-3-isoxazolyl]furo[2,3-c]pyridin-7-yl]methyl]propanamid